cyclopropylboranediol C1(CC1)B(O)O